ClC(N1CN(CN(C1)C1=C(C=CC=C1)Cl)C(Cl)(Cl)Cl)(Cl)Cl 1,3-bis(trichloromethyl)-5-(2'-chlorophenyl)-1,3,5-triazine